3-(isoquinolin-8-yl)propanoic acid C1=NC=CC2=CC=CC(=C12)CCC(=O)O